N1=C(C=CC=C1)C1=CC(=CC(=C1)C1=NC=CC=C1)C1=NC=CC=C1 1,3,5-tripyridylbenzene